C1(CC1)C1=C(C(=NO1)C1=C(C=CC=C1Cl)Cl)COC1C(CN(CC1)C1=CC=C(C=C1)C#CC(=O)OCC)(F)F Ethyl 3-(4-(4-((5-cyclopropyl-3-(2,6-dichlorophenyl)isoxazol-4-yl)methoxy)-3,3-difluoropiperidin-1-yl)phenyl)propiolate